[Cl-].C(C#C)[P+](C1=CC=CC=C1)(C1=CC=CC=C1)C1=CC=CC=C1 propargyltriphenylphosphonium chloride